5-(Difluoromethyl)-6-(3-methylimidazo[4,5-c]pyridin-7-yl)-3-[4-[(4-methylpiperazin-1-yl)methyl]anilino]pyrazine-2-carboxamide FC(C=1N=C(C(=NC1C=1C2=C(C=NC1)N(C=N2)C)C(=O)N)NC2=CC=C(C=C2)CN2CCN(CC2)C)F